C(=C)SCCC 1-(vinylthio)propane